(2R,5S)-5-(4-Chlorobenzyl)-4-(4-(4,5-dimethylthiazol-2-yl)cyclohexyl)-2-((ethylsulfonyl)methyl)morpholin ClC1=CC=C(C[C@H]2CO[C@H](CN2C2CCC(CC2)C=2SC(=C(N2)C)C)CS(=O)(=O)CC)C=C1